COC=1C=C(C=CC1)C1OC(=C(C1=O)OC(C)=O)N 2-(3-methoxyphenyl)-4-(acetoxy)-5-amino-3(2H)-furanone